6-(3-cyclopropylpropionyl)pyridinecarbonitrile C1(CC1)CCC(=O)C1=CC=CC(=N1)C#N